(4-aminophenetyl)dimethylphosphine oxide NC1(CC=C(C=C1)P(C)(C)=O)OCC